3-chloro-2-methyl-6-nitro-aniline ClC=1C(=C(N)C(=CC1)[N+](=O)[O-])C